CC1=C(C=NC=C1)C1=NC(=CC(=N1)N1C[C@H](CC1)O)C1=CC=C(C=C1)C(F)(F)F (S)-1-(2-(4-methylpyridin-3-yl)-6-(4-(trifluoromethyl)phenyl)pyrimidin-4-yl)pyrrolidin-3-ol